NC1=CC=C(C=N1)[C@@H](C)NC(=O)[C@@H]1CCC=2N1C(C(=CN2)NCC2=CC(=CC(=C2)C)F)=O (S)-N-((R)-1-(6-aminopyridin-3-yl)ethyl)-3-((3-fluoro-5-methylbenzyl)amino)-4-oxo-4,6,7,8-tetrahydropyrrolo[1,2-a]pyrimidine-6-carboxamide